6-hydroxy-1-naphthol OC=1C=C2C=CC=C(C2=CC1)O